2-(methylsulfonyl)-6-(piperazin-1-yl)-N-(3,4,5-trifluorophenyl)pyrimid-4-amine CS(=O)(=O)C1=NC(=CC(=N1)NC1=CC(=C(C(=C1)F)F)F)N1CCNCC1